3-[[5-[2-(2-bromoethoxy)phenyl]-2,4-difluoro-phenyl]sulfamoyl]-5-chloro-4-methoxy-benzoic acid methyl ester COC(C1=CC(=C(C(=C1)Cl)OC)S(NC1=C(C=C(C(=C1)C1=C(C=CC=C1)OCCBr)F)F)(=O)=O)=O